ClC=1C=CC2=C(N=C(O2)C2CCN(CC2)C2=C(C(N(C3=CC(=CC=C23)OC)C)=O)C#N)C1 4-[4-(5-chloro-1,3-benzoxazol-2-yl)piperidin-1-yl]-7-methoxy-1-methyl-2-oxo-1,2-dihydroquinoline-3-carbonitrile